N=1C=C(N2C1C=CC=C2)C(=O)N2CC1=C(CC2)C(=CS1)C(=O)NC1=CC(=C(C=C1)CN1CCCC1)C(F)(F)F 6-(imidazo[1,2-a]pyridine-3-carbonyl)-N-(4-(pyrrolidin-1-ylmethyl)-3-(trifluoromethyl)phenyl)-4,5,6,7-tetrahydrothieno[2,3-c]pyridine-3-carboxamide